ClC1=C(C=CC=C1)CC(=O)NC=1C=C(C2=CN(N=C2C1)CC1CC1)N=S(=O)=O 2-(2-chlorophenyl)-N-(2-(cyclopropylmethyl)-4-sulfonylamino-2H-indazol-6-yl)acetamide